6-[(2S)-2-amino-3-cyclopropylpropyl]-N-[(furan-2-yl)methyl]-7-methylthieno[3,2-c]pyridazin-4-amine N[C@H](CC1=C(C=2N=NC=C(C2S1)NCC=1OC=CC1)C)CC1CC1